6-[(3S)-3-{bis[(2S,R,4R,5R)-2,3,4,5,6-pentahydroxyhexyl]amino}pyrrolidine-1-carbonyl]-1,3-diethyl-1H-1,3-benzodiazol-3-ium O[C@@H](CN([C@@H]1CN(CC1)C(=O)C=1C=CC2=C(N(C=[N+]2CC)CC)C1)C[C@@H]([C@H]([C@@H]([C@@H](CO)O)O)O)O)[C@H]([C@@H]([C@@H](CO)O)O)O